ClC1=CC(=CC=2CN(CCOC21)CC=2C=NC(=NC2)CN)N2C=CC1=CC(=CC=C21)F 1-(5-{[9-chloro-7-(5-fluoroindol-1-yl)-3,5-dihydro-2H-1,4-benzoxazepin-4-yl]methyl}pyrimidin-2-yl)methanamine